FC1=C(C=C(C=C1)C1(CC1)N(C(OC)=O)C[C@H]1NCCOC1)C(F)(F)F methyl (R)-(1-(4-fluoro-3-(trifluoromethyl)phenyl)cyclopropyl)(morpholin-3-ylmethyl)carbamate